N-(2-((2S,6R)-2,6-dimethylmorpholino)-4-methoxy-5-((6-((R)-3-(naphthalene-2-yl)isoxazolidine-2-yl)pyrimidine-4-yl)amino)phenyl)acrylamide C[C@@H]1O[C@@H](CN(C1)C1=C(C=C(C(=C1)OC)NC1=NC=NC(=C1)N1OCC[C@@H]1C1=CC2=CC=CC=C2C=C1)NC(C=C)=O)C